C1(=CC=CC=C1)[C@H]1CO[C@@]23CCCC[C@H]3CCC(N21)=O (3S,7aS,11aR)-3-Phenyl-3,6,7,7a,8,9,10,11-octahydro-2H-oxazolo[2,3-j]quinolin-5-one